N1C=C(C=2C1=NC=CC2)C2=CC=1C(NCCC1S2)=O 2-(1H-Pyrrolo[2,3-b]pyridin-3-yl)-6,7-dihydrothieno[3,2-c]pyridin-4(5H)-one